Methyl 5-(methylamino)-6-(3-methylimidazo[4,5-c]pyridin-7-yl)-3-[4-(1,4-oxazepan-4-yl)anilino]pyrazine-2-carboxylate CNC=1N=C(C(=NC1C=1C2=C(C=NC1)N(C=N2)C)C(=O)OC)NC2=CC=C(C=C2)N2CCOCCC2